CC1=CC=NSO1 6-methyl-1,2,3-oxathiazine